5-{2-acetamidoimidazo[1,2-b]pyridazin-6-yl}-2-methoxy-6-methyl-N-{[3-(trifluoromethoxy)phenyl]methyl}pyridine-3-carboxamide C(C)(=O)NC=1N=C2N(N=C(C=C2)C=2C=C(C(=NC2C)OC)C(=O)NCC2=CC(=CC=C2)OC(F)(F)F)C1